(R)-7-cyclopropyl-7-ethyl-2-((R)-3-methylmorpholino)-6,7-dihydropyrazolo[1,5-a]pyrazin-4(5H)-one C1(CC1)[C@@]1(CNC(C=2N1N=C(C2)N2[C@@H](COCC2)C)=O)CC